N-(3-chloro-4-(4-methylpiperazine-1-carbonyl)phenyl)-7-(3,4-dimethoxyphenyl)pyrazolo[1,5-a]pyrimidine-2-carboxamide ClC=1C=C(C=CC1C(=O)N1CCN(CC1)C)NC(=O)C1=NN2C(N=CC=C2C2=CC(=C(C=C2)OC)OC)=C1